C(C)(C)(C)N[C@@H]1CN(CC1)C1=NC2=CC=C(N=C2C=C1)C1=CC2=C(N=C(O2)CC)C=C1OCOC (3S)-N-tert-butyl-1-{6-[2-ethyl-5-(methoxymethoxy)-1,3-benzoxazol-6-yl]-1,5-naphthyridin-2-yl}pyrrolidin-3-amine